(E)-N'-(1-(7-chloro-10H-phenoxazin-2-yl)ethylidene)-4-methylbenzenesulfonohydrazide ClC=1C=C2OC=3C=CC(=CC3NC2=CC1)\C(\C)=N\NS(=O)(=O)C1=CC=C(C=C1)C